6-(6-ethynyl-4-methylpyridin-3-yl)-7-methyl-5-[(4S)-4-(pyrrolidine-1-carbonyl)cyclohex-1-en-1-yl]-7H-pyrrolo[2,3-d]pyrimidin-4-amine C(#C)C1=CC(=C(C=N1)C1=C(C2=C(N=CN=C2N)N1C)C1=CC[C@H](CC1)C(=O)N1CCCC1)C